4-(6-(2,5-difluorophenyl)-6-(1-methyl-2-oxo-1,2-dihydropyridin-3-yl)hexa-1,3-diyne-1-yl)-3-methylpyrazolo[1,5-a]pyridine-5-carboxamide FC1=C(C=C(C=C1)F)C(CC#CC#CC=1C=2N(C=CC1C(=O)N)N=CC2C)C=2C(N(C=CC2)C)=O